(R)-(2-(tert-butyl)-4-hydroxy-4,7-dihydro-5H-spiro[benzo[d]thiazole-6,4'-piperidin]-1'-yl)(7-ethoxy-1,3-dimethyl-1H-indazol-5-yl)methanone C(C)(C)(C)C=1SC2=C(N1)[C@@H](CC1(CCN(CC1)C(=O)C=1C=C3C(=NN(C3=C(C1)OCC)C)C)C2)O